butandiol CCCC(O)O